(R)-3-(2-((4-chloro-2-fluorophenoxy)methyl)pyridin-4-yl)pyrrolidine-1-carboxylic acid tert-butyl ester C(C)(C)(C)OC(=O)N1C[C@H](CC1)C1=CC(=NC=C1)COC1=C(C=C(C=C1)Cl)F